FC1(CC(C1)OC1=C(C(=CC2=C1C(N1[C@@H](CO2)C[C@@H](C1)OC1=NC=C2CCC(NC2=C1)=O)=O)C)F)F (2S,11aR)-6-(3,3-difluorocyclobutoxy)-7-fluoro-8-methyl-2-((2-oxo-1,2,3,4-tetrahydro-1,6-naphthyridin-7-yl)oxy)-2,3,11,11a-tetrahydro-1H,5H-benzo[f]pyrrolo[2,1-c][1,4]oxazepin-5-one